2,6-di-tert-butyl-4-methylphenyl-ethylene glycol monoethyl ether C(C)OC(CO)C1=C(C=C(C=C1C(C)(C)C)C)C(C)(C)C